4-bromo-1H-benzo[d][1,2,3]triazole-6-carbonitrile BrC1=CC(=CC=2NN=NC21)C#N